4,4',4''-(1,3,5-triazine-2,4,6-triyl)tris-trimellitic acid N1=C(N=C(N=C1C1(CC(=C(C(=O)O)C=C1)C(=O)O)C(=O)O)C1(CC(=C(C(=O)O)C=C1)C(=O)O)C(=O)O)C1(CC(=C(C(=O)O)C=C1)C(=O)O)C(=O)O